(1R,2S,5S)-3-(diphenylcarbamoyl)-8-(ethyl((4-methylthiophen-2-yl)methyl)carbamoyl)-3,8-diazabicyclo[3.2.1]octane-2-carboxylic acid C1(=CC=CC=C1)N(C(=O)N1[C@@H]([C@H]2CC[C@@H](C1)N2C(N(CC=2SC=C(C2)C)CC)=O)C(=O)O)C2=CC=CC=C2